succinic acid didecyl ester C(CCCCCCCCC)OC(CCC(=O)OCCCCCCCCCC)=O